FC=1C=C(C=CC1OC1=CC=NC2=CC(=C(C=C12)OC)OCCCN1CCNCC1)NC(=O)[C@]1([C@@H](C1)C)C(=O)NC1=CC=C(C=C1)F (1R,2R)-N-[3-fluoro-4-({6-(methyloxy)-7-[(3-piperazin-1-ylpropyl)oxy]quinolin-4-yl}oxy)phenyl]-N'-(4-fluorophenyl)-2-methylcyclopropane-1,1-dicarboxamide